2-amino-2-[3-chloro-1-(2-triisopropylsilylethynyl)pyrrolo[3,2-c]pyridin-7-yl]acetonitrile NC(C#N)C=1C2=C(C=NC1)C(=CN2C#C[Si](C(C)C)(C(C)C)C(C)C)Cl